benzyl (2-(((((3R,3aS,6S,6aR)-6-(1,3-dioxoisoindolin-2-yl)hexahydrofuro[3,2-b]furan-3-yl)oxy)methyl)amino)-2-oxoethyl)carbamate O=C1N(C(C2=CC=CC=C12)=O)[C@H]1CO[C@H]2[C@@H]1OC[C@H]2OCNC(CNC(OCC2=CC=CC=C2)=O)=O